CN1[C@@H](C[C@@H](C1)NC1=NC=CC2=CC=C(C=C12)C1=NOC(=N1)C)C(=O)NC1=NN(C(=C1)CCCCC)C (2S,4S)-1-methyl-4-((7-(5-methyl-1,2,4-oxadiazol-3-yl)isoquinolin-1-yl)amino)-N-(1-methyl-5-pentyl-1H-pyrazol-3-yl)pyrrolidine-2-carboxamide